ClC1=NC(=NC(=C1CN(CCO[Si](C)(C)C(C)(C)C)C)OCC1=CC=CC=C1)C N-[[4-chloranyl-2-methyl-6-(phenyl-methoxy)pyrimidin-5-yl]methyl]-2-[1,1-di(methyl)ethyl-di(methyl)silyl]oxy-N-methyl-ethanamine